C(CC)C1=NN=C2N1CCN(C2)C(=O)C2=CC=C(C=C2)C2=NC1=C(N2)C=CC=C1C(=O)N 2-(4-(3-propyl-5,6,7,8-tetrahydro-[1,2,4]triazolo[4,3-a]pyrazine-7-carbonyl)phenyl)-1H-benzo[d]imidazole-4-carboxamide